(R)-5-(2-(Isopropylamino)-6-methyl-4-oxo-5,6,7,8-tetrahydropyrido[3,4-d]pyrimidin-3(4H)-yl)-N-methylpicolinamide hydrochloride Cl.C(C)(C)NC=1N(C(C2=C(N1)CN[C@@H](C2)C)=O)C=2C=CC(=NC2)C(=O)NC